FC1=CC=C(C=C1)[C@@H]1CC[C@H]2OC3(C(N21)=O)CC(C3)O (5'S,7a'R)-5'-(4-fluorophenyl)-3-hydroxytetrahydro-3'H-spiro[cyclobutane-1,2'-pyrrolo[2,1-b]oxazol]-3'-one